O1CCOC12CCC(CC2)N2N=CC(=C2)C=2N=C(C=1N(C2)N=CC1C#N)C=1C=NC(=CC1)N1CC2N(C(C1)C2)CC=2C=NC(=CC2)OC 6-[1-(1,4-dioxaspiro[4.5]decan-8-yl)pyrazol-4-yl]-4-[6-[6-[(6-methoxy-3-pyridyl)methyl]-3,6-diazabicyclo[3.1.1]heptan-3-yl]-3-pyridyl]pyrazolo[1,5-a]pyrazine-3-carbonitrile